BrCCCSC#N 1-bromo-3-thiocyanatopropane